(1R)-4,5-dimethoxy-1-(N,N-dimethyl-aminomethyl)-benzocyclobutane hydrochloride Cl.COC1=CC2=C([C@@H](C2)CN(C)C)C=C1OC